2-(2-methoxyphenyl)-4,4-dimethyl-2-oxazoline COC1=C(C=CC=C1)C=1OCC(N1)(C)C